BrC=1C=C2C(N(C(=NC2=CC1)[C@H](CCC)N1CCN(C[C@H](C1)CC)C)CC)=O 6-bromo-3-ethyl-2-((S)-1-((R)-6-ethyl-4-methyl-1,4-diazepan-1-yl)butyl)quinazolin-4(3H)-one